5-(3-chlorophenyl)-N-(cycloheptylmethyl)-7H-pyrrolo[2,3-d]pyrimidin-4-amine ClC=1C=C(C=CC1)C1=CNC=2N=CN=C(C21)NCC2CCCCCC2